C(#N)C1=CC=C(C=C1)C=1N=C(SC1)NC(CNC(C1=CC(=CC=C1)S(=O)(=O)C(C)C)=O)=O N-[2-[[4-(4-cyanophenyl)thiazol-2-yl]amino]-2-oxo-ethyl]-3-isopropylsulfonyl-benzamide